4-phenyl-2-(2-(piperidin-4-yl)ethyl)pyridazin-3(2H)-one C1(=CC=CC=C1)C=1C(N(N=CC1)CCC1CCNCC1)=O